1,3,5-trichlorostyrene ClC1(C=C)CC(=CC(=C1)Cl)Cl